O.OCC(=O)[C@@H](O)[C@H](O)[C@H](O)CO fructose, hydrate